2-(5-chlorothiophen-2-yl)-2-(1-(5,6,7,8-tetrahydroimidazo[1,5-a]pyrazine-7-carbonyl)piperidin-4-ylidene)acetonitrile ClC1=CC=C(S1)C(C#N)=C1CCN(CC1)C(=O)N1CC=2N(CC1)C=NC2